(2R,4R)-2-(5-(3-cyclopropyl-1-((R)-1,1-dimethylethylsulfinamido)-1-(pyridin-4-yl)propyl)-2-fluorophenylcarbamoyl)-4-hydroxypyrrolidine-1-carboxylic acid tert-butyl ester C(C)(C)(C)OC(=O)N1[C@H](C[C@H](C1)O)C(NC1=C(C=CC(=C1)C(CCC1CC1)(C1=CC=NC=C1)N[S@](=O)C(C)(C)C)F)=O